[Cl-].C(CCCCCCCCCCCCCCC)[N+](C)(C)C N-hexadecyltrimethylammonium chloride